CCCCCCCCCCCCCC(=O)O[C@H](COC(=O)CCCCCCCCC/C=C\CCCCCCCC)COP(=O)(O)OC[C@@H](C(=O)O)N 1-(11Z-eicosenoyl)-2-tetradecanoyl-glycero-3-phosphoserine